4-(2,7-diazaspiro[3.5]nonan-2-yl)-6-(2,2,2-trifluoroethyl)pyrido[2,3-d]pyrimidine C1N(CC12CCNCC2)C=2C1=C(N=CN2)N=CC(=C1)CC(F)(F)F